N4-(4-phenoxyphenyl)-2-vinylpyrimidine-4,6-diamine O(C1=CC=CC=C1)C1=CC=C(C=C1)NC1=NC(=NC(=C1)N)C=C